2-(2-methyl-5-nitro-1H-imidazol-1-yl)ethyl acetyl-L-cysteinate C(C)(=O)N[C@@H](CS)C(=O)OCCN1C(=NC=C1[N+](=O)[O-])C